COC1=C(C(=CC(=C1)C1=NC2=C(N1)C=CC(=C2)N2CCN(CC2)C2=CC=CC=C2)O)O 3-methoxy-5-(5-(4-phenylpiperazin-1-yl)-1H-benzo[d]imidazol-2-yl)benzene-1,2-diol